4-{[(2-hydroxyphenyl)methyl]amino}-2-[(6-methoxy-2-methyl-1,2,3,4-tetrahydroisoquinolin-7-yl)amino]pyrimidine-5-carboxamide OC1=C(C=CC=C1)CNC1=NC(=NC=C1C(=O)N)NC1=C(C=C2CCN(CC2=C1)C)OC